4-(2,3,4-trimethoxy-6-methylbenzoyl)-2-chloro-3-trifluoromethyl-5-methoxypyridine COC1=C(C(=O)C2=C(C(=NC=C2OC)Cl)C(F)(F)F)C(=CC(=C1OC)OC)C